tetradecyl isocyanate C(CCCCCCCCCCCCC)N=C=O